ClC=1C=C(C=CC1Cl)NC1N(C(=NC(=N1)N)N1CCOCC1)C1=CC(=CC(=C1)C)C N-(3,4-Dichlorophenyl)-N1-(3,5-dimethylphenyl)-6-morpholin-4-yl-[1,3,5]triazine-2,4-diamine